N-(trans-2-cyclopropyl-1-(1-(4-fluorophenyl)-1H-indazol-5-yl)pyrrolidin-3-yl)thiazol-2-amine C1(CC1)[C@@H]1N(CC[C@H]1NC=1SC=CN1)C=1C=C2C=NN(C2=CC1)C1=CC=C(C=C1)F